[N+](=O)(O)[O-].C(C(=O)O)(=O)O oxalic acid nitrate